CC1=CC=C(C=N1)COS(=O)(=O)C Methanesulfonic acid (6-methyl-pyridin-3-yl)methyl ester